6-bromo-2-(3,6-dihydro-2H-pyran-4-yl)-7-ethyl-8-iodo-[1,2,4]triazolo[1,5-a]pyridine BrC=1C(=C(C=2N(C1)N=C(N2)C=2CCOCC2)I)CC